C(C)(C)(C)C1=CC=C(C=C1)N1C2=NN=C(N2C=2C=NC3=CC=C(C=C3C12)C=1C=CC(=NC1)N)C 5-[16-(4-tert-butylphenyl)-12-methyl-8,11,13,14,16-pentaazatetracyclo[8.6.0.02,7.011,15]-hexadec-1(10),2,4,6,8,12,14-heptaen-4-yl]Pyridin-2-amine